[C@]12(C(=O)CC(CC1)C2(C)C)CS(=O)(=O)O (1S)-camphor-10-sulfonic acid